ClC=1C=C(C=C(C1)C#N)C(C)(C)C1=CC=C(OCC2=NC(=NC=C2)N2CCN(CC2)CC2CN(CC2)C2CN(CCC2)C(=O)[O-])C=C1 3-(3-((4-(4-((4-(2-(3-chloro-5-cyanophenyl)prop-2-yl)phenoxy)methyl)pyrimidine-2-yl)piperazin-1-yl)methyl)pyrrolidin-1-yl)piperidine-1-carboxylate